(4S,5S)-ethyl-5-(4-methylthiazol-5-yl)-2,2-dimethyl-1,3-dioxolane-4-carboxylate C(C)OC(=O)[C@H]1OC(O[C@@H]1C1=C(N=CS1)C)(C)C